rac-[2-(2,3-ditetradecyloxypropyloxymethyl)ethyl]-trimethylammonium C(CCCCCCCCCCCCC)O[C@@H](COCCC[N+](C)(C)C)COCCCCCCCCCCCCCC |r|